COC(=O)C=1C2=C(N=C(C1)Cl)N(C=C2)CCOCC2=CC=CC=C2 (2-(benzyloxy)ethyl)-6-chloro-1H-pyrrolo[2,3-b]pyridine-4-carboxylic acid methyl ester